ClC=1C=CC=C2C=CC=C(C12)C1=C(C=2N=C(N=C(C2C=N1)N1C[C@@H](NCC1)CC#N)OC[C@H]1N(C[C@@H](C1)F)C)F 2-[(2S)-4-[7-(8-chloro-1-naphthyl)-8-fluoro-2-[[(2S,4R)-4-fluoro-1-methyl-pyrrolidin-2-yl]methoxy]pyrido[4,3-d]pyrimidin-4-yl]piperazin-2-yl]acetonitrile